N,N'-[methylenebis(cyclohexane-4,1-diyl)]bisaspartate C(C1CCC(CC1)N[C@@H](CC(=O)[O-])C(=O)[O-])C1CCC(CC1)N[C@@H](CC(=O)[O-])C(=O)[O-]